(S)-1-(3-(3-cyanocyclobutyl)-1-(6-(3-methoxytetrahydrofuran-3-yl)-4-methylpyridin-2-yl)-1H-pyrazolo[4,3-c]pyridin-6-yl)-3-(4-methoxybenzyl)urea C(#N)C1CC(C1)C1=NN(C2=C1C=NC(=C2)NC(=O)NCC2=CC=C(C=C2)OC)C2=NC(=CC(=C2)C)[C@@]2(COCC2)OC